CC1=CC=C(N=N1)CNC1=CC=NC2=CC=C(C=C12)C1=NC=C(C=C1)C N-((6-Methylpyridazin-3-yl)methyl)-6-(5-methylpyridin-2-yl)chinolin-4-amin